N-[(E)-(1-Hydroxy-3H-2,1-benzoxaborol-5-yl)methylenamino]-N,7-dimethyl-5,6-dihydropyrrolo[2,3-d]pyrimidin-4-amin OB1OCC2=C1C=CC(=C2)\C=N\N(C=2C1=C(N=CN2)N(CC1)C)C